C(#N)C1=CC(=C(COC2=CC=CC(=N2)N2CCN(CC2)[C@@H](C)C2=NC=3C(=NC(=CC3)C(=O)[O-])N2C[C@H]2OCC2)C=C1)F 2-((S)-1-(4-(6-((4-cyano-2-fluorobenzyl) oxy) pyridin-2-yl) piperazin-1-yl) ethyl)-3-(((S)-oxetan-2-yl) methyl)-3H-imidazo[4,5-b]pyridine-5-carboxylate